F[C@H]1C[C@H](CN(C1)C)NC=1C=NN(C1)C (3R,5S)-5-fluoro-1-methyl-N-(1-methyl-1H-pyrazol-4-yl)piperidin-3-amine